7-(3-(3-fluorophenyl)-7,8-dihydro-1,6-naphthyridin-6(5H)-yl)-2,8,9-trimethyl-4H-pyrimido[1,2-b]pyridazin-4-one FC=1C=C(C=CC1)C=1C=NC=2CCN(CC2C1)C=1C(=C(C=2N(N1)C(C=C(N2)C)=O)C)C